BrC1=C(C=C(C=C1)S(=O)(=O)CC1CCC2(OCCO2)CC1)Cl 8-(((4-Bromo-3-chlorophenyl)sulfonyl)methyl)-1,4-dioxaspiro[4.5]decane